5-(5-([1,1'-Bi(cyclopropane)]-2-yl)-1-methyl-6-carbonyl-1,6-dihydropyridazin-3-yl)pyrimidine-2,4(1H,3H)-dione C1(C(C1)C1=CC(=NN(C1=C=O)C)C=1C(NC(NC1)=O)=O)C1CC1